NC1=NN2C(C3=C(C=C(C=C3C(=C2C(=O)OC)OCC2=CC=CC=C2)F)Br)=N1 methyl 2-amino-6-(benzyloxy)-10-bromo-8-fluoro-[1,2,4]triazolo[5,1-a]isoquinoline-5-carboxylate